1-[3-(4-Bromo-2-methyl-2H-pyrazol-3-yl)-4-methoxy-phenyl]-3-(4-bromo-phenyl)-urea BrC1=C(N(N=C1)C)C=1C=C(C=CC1OC)NC(=O)NC1=CC=C(C=C1)Br